NC=1N=NC(=CC1OC1CN(CCC1)C(=O)C1=CC=CC=C1)C1=C(C=CC=C1)O (3-((3-amino-6-(2-hydroxyphenyl)pyridazin-4-yl)oxy)piperidin-1-yl)(phenyl)methanone